C(C)(C)(C)OC(CCC1=CC=C(C=C1)C(C(=O)OC)(C)C)=O methyl 2-(4-(3-(t-butoxy)-3-oxopropyl) phenyl)-2-methylpropionate